C(#N)C=1C=NN2C1C(=CC(=C2)OCC(C)(C)O)C=2C=CC(=NC2)N2CCC(CC2)(C)NC(C2=CC(=CC=C2)F)=O N-(1-(5-(3-cyano-6-(2-hydroxy-2-methylpropoxy)pyrazolo[1,5-a]pyridin-4-yl)pyridin-2-yl)-4-methylpiperidin-4-yl)-3-fluorobenzamide